ethyl 8-cyano-2,2-dimethyl-8-tosyloctanoate C(#N)C(CCCCCC(C(=O)OCC)(C)C)S(=O)(=O)C1=CC=C(C)C=C1